4-[(tert-butyldiphenylsilyl)oxy]-N-[2-(4-methylpiperazin-1-yl)-5-nitrophenyl]butanamide [Si](C1=CC=CC=C1)(C1=CC=CC=C1)(C(C)(C)C)OCCCC(=O)NC1=C(C=CC(=C1)[N+](=O)[O-])N1CCN(CC1)C